C1(CCC12CCOCC2)C(=O)N 7-oxaspiro[3.5]nonane-1-carboxamide